C(C)(C)(C)OC(=O)N1CC(N(CC1)C(C(C)SC)=O)C(=O)O 4-(tert-butoxycarbonyl)-1-(2-(methylthio)propionyl)piperazine-2-carboxylic acid